4-(2-cyanophenyl)sulfanyl-6-[5-methyl-1-[(3S)-pyrrolidin-3-yl]pyrazol-4-yl]pyrazolo[1,5-a]pyridine-3-carbonitrile C(#N)C1=C(C=CC=C1)SC=1C=2N(C=C(C1)C=1C=NN(C1C)[C@@H]1CNCC1)N=CC2C#N